1,4-thioxane S1CCOCC1